N-[3-(pyridin-2-yl)-1,2-oxazol-5-yl]Acetamide N1=C(C=CC=C1)C1=NOC(=C1)NC(C)=O